BrC=1C(=C(CC2=NNC(C3=CC=CC=C23)=O)C=CC1)F 4-(3-bromo-2-fluorobenzyl)phthalazin-1(2H)-one